CC(C)(C)[S@](=O)NC1C=2C(=NC=CC2)OC12CCN(CC2)C(=O)OC(C)(C)C tert-butyl 3-[[(S)-2-methylpropan-2-sulfinyl] amino]-3H-spiro[furo[2,3-b]pyridine-2,4'-piperidine]-1'-carboxylate